[N+](=O)([O-])C=1C=CC(N(C1)CC(=O)OC)=O Methyl 2-(5-nitro-2-oxopyridin-1-yl)acetate